3-(1-(3-bromophenyl)-3-methylcyclobutyl)-4-ethyl-4H-1,2,4-triazole BrC=1C=C(C=CC1)C1(CC(C1)C)C1=NN=CN1CC